CC(C)NC1=CC=C(C#N)C=C1 4-(propan-2-ylamino)benzonitrile